2-methyl-N-{1-[5-(1H-pyrazol-4-yl)pyridin-3-yl]ethyl}pyrimidin-4-amine CC1=NC=CC(=N1)NC(C)C=1C=NC=C(C1)C=1C=NNC1